2-(4-((5,5-Dimethyl-2-oxo-3-phenylimidazolin-1-yl)methyl)-2,6-dimethylphenoxy)-2-methylpropanoic acid ethyl ester C(C)OC(C(C)(C)OC1=C(C=C(C=C1C)CN1C(N(CC1(C)C)C1=CC=CC=C1)=O)C)=O